FC1(C(CC1)CN1N=C(C(=C1C(=O)OCC)C)C(C(F)(F)F)(F)F)F ethyl 1-((2,2-difluorocyclobutyl)methyl)-4-methyl-3-(perfluoroethyl)-1H-pyrazole-5-carboxylate